1-(4-(6-chloro-8-fluoro-7-(2-methoxynaphthalen-1-yl)quinazolin-4-yl)piperazin-1-yl)prop-2-en-1-one ClC=1C=C2C(=NC=NC2=C(C1C1=C(C=CC2=CC=CC=C12)OC)F)N1CCN(CC1)C(C=C)=O